5-acetoxyl-5-(4-chlorophenyl)penta-2,3-dienoic acid ethyl ester C(C)OC(C=C=CC(C1=CC=C(C=C1)Cl)OC(=O)C)=O